CC1=NC=C(C=C1N1CC(CC1)O)C1=NN=C(N1COCC[Si](C)(C)C)C(F)(F)F 1-(2-methyl-5-(5-(trifluoromethyl)-4-((2-(trimethylsilyl)ethoxy)methyl)-4H-1,2,4-triazol-3-yl)pyridin-3-yl)pyrrolidin-3-ol